3-(2-methyl-1,3-dioxolan-2-yl)benzonitrile CC1(OCCO1)C=1C=C(C#N)C=CC1